N-{[2-(difluoromethoxy)pyridin-4-yl](2H2)methyl}carbamic acid tert-butyl ester C(C)(C)(C)OC(NC([2H])([2H])C1=CC(=NC=C1)OC(F)F)=O